N-(1-acetyl-3-(difluoromethyl)azetidin-3-yl)-2-(6-chloro-5-(hydroxymethyl)-2-methyl-3-oxo-2,3-dihydropyridazin-4-yl)acetamide C(C)(=O)N1CC(C1)(C(F)F)NC(CC=1C(N(N=C(C1CO)Cl)C)=O)=O